CC=1N=C2N(C=C(C(=C2)C)NC(=O)N2CCC=3C2=NC=CC3N3CC(N(CC3)C(=O)OC(C)(C)C)(C)C)C1 tert-butyl 4-(1-((2,7-dimethylimidazo[1,2-a]pyridin-6-yl)carbamoyl)-2,3-dihydro-1H-pyrrolo[2,3-b]pyridin-4-yl)-2,2-dimethylpiperazine-1-carboxylate